C(C)(C)C1(C=CC=C1)[Ti](N(CC)CC)(N(CC)CC)N(CC)CC isopropylcyclopentadienyl-tris(diethylamino)titanium